(S)-ethyl 8-(2-amino-6-((R)-1-(5-chloro-3'-ethoxy-[1,1'-biphenyl]-2-yl)-2,2,2-trifluoroethoxy)pyrimidin-4-yl)-2,8-diazaspiro[4.5]decane-3-carboxylate NC1=NC(=CC(=N1)N1CCC2(C[C@H](NC2)C(=O)OCC)CC1)O[C@@H](C(F)(F)F)C1=C(C=C(C=C1)Cl)C1=CC(=CC=C1)OCC